FC1=C(C(=O)N([C@H]2CNCCC2)C2=NC=CC3=C2C=C(S3)C=3C=C2CNC(C2=CC3)=O)C=CC(=C1)C=1N=NN(C1)C 2-fluoro-4-(1-methyltriazol-4-yl)-N-[2-(1-oxoisoindolin-5-yl)thieno[3,2-c]pyridin-4-yl]-N-[(3R)-3-piperidyl]benzamide